4-(p-methylphenyl)butyric acid CC1=CC=C(C=C1)CCCC(=O)O